N-{2,7-dimethyl-[1,3]oxazolo[5,4-b]pyridin-5-yl}-2-methyl-4-(piperazin-1-yl)indazole-7-carboxamide CC=1OC2=NC(=CC(=C2N1)C)NC(=O)C1=CC=C(C2=CN(N=C12)C)N1CCNCC1